ClC1=C(C(=C(N=N1)N)COC)C 6-Chloro-4-(methoxymethyl)-5-methylpyridazin-3-amine